2-(2-((3R,4R)-3-Amino-4-fluoropiperidin-1-yl)-5,6-difluoro-1H-benzo[d]imidazol-1-yl)-N-(1,1-dioxidotetrahydrothiophen-3-yl)-N-methylacetamid N[C@@H]1CN(CC[C@H]1F)C1=NC2=C(N1CC(=O)N(C)C1CS(CC1)(=O)=O)C=C(C(=C2)F)F